5-(3-iodophenyl)pentanoic acid IC=1C=C(C=CC1)CCCCC(=O)O